C(C)OC(=O)C1=C(N=C(N1C[C@H]1OCC1)Br)C (S)-2-bromo-4-methyl-1-(oxetan-2-ylmethyl)-1H-imidazole-5-carboxylic acid ethyl ester